7-methyl-pyrrolo[2,3-d]pyrimidin-4-amine CN1C=CC2=C1N=CN=C2N